ClC(C=CCC1C(CCC1)=O)C 2-(4-chloropent-2-en-1-yl)cyclopentan-1-one